O1C=CC2=C1C=CC(=C2)CC(=O)O 2-(benzofuran-5-yl)acetic acid